C1=C(C=C(C=C1C(=O)O)C(=O)[O-])C(=O)O The molecule is a tricarboxylic acid monoanion. It is a conjugate base of a benzene-1,3,5-tricarboxylic acid. It is a conjugate acid of a benzene-1,3,5-tricarboxylate(2-).